(3-(2-((3-(hydroxymethyl)phenyl)amino)-8,9-dihydroimidazo[1',2':1,6]pyrido[2,3-d]pyrimidin-6-yl)-4-methylphenyl)-4-(trifluoromethyl)picolinamide OCC=1C=C(C=CC1)NC=1N=CC2=C(N1)N1C(C(=C2)C=2C=C(C=CC2C)C=2C(=NC=CC2C(F)(F)F)C(=O)N)=NCC1